N-(3-(4-(2-Chlorobenzamido)phenyl)-1-methyl-1H-pyrazol-5-yl)pyrrolidine-1-carboxamide ClC1=C(C(=O)NC2=CC=C(C=C2)C2=NN(C(=C2)NC(=O)N2CCCC2)C)C=CC=C1